NC1=NC=C(C2=C1C(=C(N2C)C2=CC=C(C=C2)NC(C=C)=O)C2=CC=C(C=C2)OC2=NC(=CC(=N2)C)C)C#N N-(4-(4-amino-7-cyano-3-(4-((4,6-dimethylpyrimidin-2-yl)oxy)phenyl)-1-methyl-1H-pyrrolo[3,2-c]pyridin-2-yl)phenyl)acrylamide